ClC=1C(=C(C=CC1)CNC(CNC(C)C(C)C)=O)F N-(3-chloro-2-fluorophenylmethyl)-2-((3-methylbut-2-yl)amino)acetamide